C(C1=CC=CC=C1)C1=C(C(C=C1)([Zr]CCCC)CC1=CC=CC=C1)CC1=CC=CC=C1 Tribenzyl-n-butyl-cyclopentadienyl-zirconium